5-fluoro-4-iodo-2-nitrophenol FC=1C(=CC(=C(C1)O)[N+](=O)[O-])I